(2S,4R)-1-[(2S)-2-(4-cyclopropyltriazol-1-yl)-3,3-dimethyl-butanoyl]-N-[[4-[2-(dimethylamino)ethyl]phenyl]methyl]-4-hydroxy-pyrrolidine-2-carboxamide C1(CC1)C=1N=NN(C1)[C@H](C(=O)N1[C@@H](C[C@H](C1)O)C(=O)NCC1=CC=C(C=C1)CCN(C)C)C(C)(C)C